O1N=C(N=C1)C1=CC(=C2C=NNC2=C1)NCCOCCCCN(C(OC(C)(C)C)=O)CC1=CC(=C(C(=C1)F)OC(F)(F)F)F tert-butyl (4-(2-((6-(1,2,4-oxadiazol-3-yl)-1H-indazol-4-yl)amino)ethoxy)butyl)(3,5-difluoro-4-(trifluoromethoxy)benzyl)carbamate